[Ag].[Pb] Lead-silver